C1(N=NC=C2C1=CN=C2)=O 1H-pyrrolo[3,4-d]pyridazin-1-one